CC1(OCC(CO1)CN(C(=O)NC1=CC=CC=C1)C(C)C1=CNC(C2=CC=CC=C12)=O)C 1-((2,2-Dimethyl-1,3-dioxan-5-yl)methyl)-1-(1-(1-oxo-1,2-dihydroisoquinolin-4-yl)ethyl)-3-phenylurea